5-(3-fluoroimidazo[1,2-a]pyridin-6-yl)-N-methyl-7H-pyrrolo[2,3-d]pyrimidin-2-amine FC1=CN=C2N1C=C(C=C2)C2=CNC=1N=C(N=CC12)NC